O=C(CCSSC1=NC=CC=C1)NCCCCCCC(=O)ON1C(CCC1=O)=O 7-[[1-oxo-3-(2-pyridyldithio)propyl]amino]-heptanoic acid, 2,5-dioxo-1-pyrrolidinyl ester